di-tert-Butyl (1-(5-(8-((1R,2R)-2-fluorocyclopropane-1-carboxamido)-[1,2,4]triazolo[1,5-a][1,6]naphthyridin-4-yl)-4-methylpyridin-2-yl)propyl) phosphate P(=O)(OC(C)(C)C)(OC(C)(C)C)OC(CC)C1=NC=C(C(=C1)C)C=1C=2N(C3=CC(=NC=C3C1)NC(=O)[C@@H]1[C@@H](C1)F)N=CN2